BrCC1=C(C2=CC=CC=C2C=C1)C#N (bromomethyl)-1-naphthonitrile